C(=CC)S(=O)(=O)C=CC propenyl sulphone